N,N-di-n-butyldithiocarbamat C(CCC)N(C([S-])=S)CCCC